monohydrogensulfuric, hydride S(O)(=O)=O